6-[1,5-Bis[[tert-butyl(dimethyl)silyl]oxymethyl]-2,3,6,7-tetradeuterio-8-oxabicyclo[3.2.1]octan-3-yl]-2-(4,4-dimethylcyclohexen-1-yl)pyridin-3-amine [Si](C)(C)(C(C)(C)C)OCC12C(C(CC(C(C1[2H])[2H])(O2)CO[Si](C)(C)C(C)(C)C)([2H])C2=CC=C(C(=N2)C2=CCC(CC2)(C)C)N)[2H]